ClC(CC(C(=O)O)S(=O)(=O)C1=CC=C(C=C1)C)CCC 4-chloro-alpha-[(4-methylphenyl)sulfonyl]-heptanoic acid